N1(C=CC2=CC=CC=C12)CCO 2-(1H-indol-1-yl)ethan-1-ol